7-(3-amino-5-fluoro-6-(4-(8-methyl-5-oxa-2,8-diazaspiro[3.5]nonan-2-yl)phenyl)pyrazin-2-yl)-2-methylquinazolin-4(3H)-one NC=1C(=NC(=C(N1)F)C1=CC=C(C=C1)N1CC2(C1)OCCN(C2)C)C2=CC=C1C(NC(=NC1=C2)C)=O